FC1=C(C=CC=C1OC)NC(/C=N/O)=O (E)-N-(2-fluoro-3-methoxyphenyl)-2-(hydroxyimino)acetamide